N-(5-bromo-6-fluoropyridin-2-yl)valeramide BrC=1C=CC(=NC1F)NC(CCCC)=O